2-[[4-(3-methoxypropoxy)-3-methylpyridin-2-yl]methylsulfinyl]-1H-benzimidazole COCCCOC1=C(C(=NC=C1)CS(=O)C1=NC2=C(N1)C=CC=C2)C